4-methoxy-5-(4-methylpiperazin-1-yl)-1H-indazole-7-carboxamide COC1=C2C=NNC2=C(C=C1N1CCN(CC1)C)C(=O)N